(S)-N-hydroxy-4-(4-methyltetrahydro-2H-pyran-4-carbonyl)-3-(4-(trifluoromethyl)phenyl)-2,3,4,5-tetrahydrobenzo[f][1,4]oxazepine-8-carboxamide ONC(=O)C1=CC2=C(CN([C@H](CO2)C2=CC=C(C=C2)C(F)(F)F)C(=O)C2(CCOCC2)C)C=C1